ClC=1C(=C2C(=NC(=NC2=CC1)C)S)F 6-chloro-5-fluoro-2-methyl-quinazoline-4-thiol